COC=1C=C2C(C=C(OC2=CC1)C(=O)N)=O 6-methoxy-4-oxo-chromene-2-carboxamide